2-(2-((cyclopropylmethyl)amino)pyridin-4-yl)-N-(3-(difluoromethyl)-1-(1-(2-(2,6-dioxopiperidin-3-yl)benzyl)piperidin-4-yl)-1H-pyrazol-4-yl)oxazole-4-carboxamide C1(CC1)CNC1=NC=CC(=C1)C=1OC=C(N1)C(=O)NC=1C(=NN(C1)C1CCN(CC1)CC1=C(C=CC=C1)C1C(NC(CC1)=O)=O)C(F)F